BrC(C(=O)NC=1N=NC(=CC1)OC1CCC1)C 2-bromo-N-(6-cyclobutoxypyridazin-3-yl)propanamide